(R)-N-((S)-1-(4-(1H-tetrazol-5-yl)phenyl)ethyl)-2-((3-cyclopropylbenzyl)oxy)-3-methylbutanamide N1N=NN=C1C1=CC=C(C=C1)[C@H](C)NC([C@@H](C(C)C)OCC1=CC(=CC=C1)C1CC1)=O